CC1=C(SC(=C1C(=O)OC)NC(C(CC)C1=C(C=CC=C1)C)=O)C(=O)OC(C)(C)C 2-(tert-butyl) 4-methyl 3-methyl-5-(2-(o-tolyl)butanamido)thiophene-2,4-dicarboxylate